tert-Butyl 3-(2-((2S,3S)-1-methyl-5-oxo-2-(pyridin-3-yl)pyrrolidine-3-carboxamido) ethoxy)propanoate CN1[C@@H]([C@H](CC1=O)C(=O)NCCOCCC(=O)OC(C)(C)C)C=1C=NC=CC1